tert-butyl ((3-(2-(methylthio)propan-2-yl)-1H-1,2,4-triazol-5-yl)methyl)carbamate CSC(C)(C)C1=NNC(=N1)CNC(OC(C)(C)C)=O